[C@@H]12CCC[C@@H](C=C1)N2N2C(C1=CC=CC=C1C2=O)=O 2-((1R,5S)-8-azabicyclo[3.2.1]oct-6-en-8-yl)isoindoline-1,3-dione